(S)-2-((4-(3-((4-chloro-2-fluorobenzyl)oxy)phenyl)-3,6-dihydropyridin-1(2H)-yl)methyl)-1-(oxetan-2-ylmethyl)-1H-benzo[d]-imidazole-6-carboxylic acid ClC1=CC(=C(COC=2C=C(C=CC2)C=2CCN(CC2)CC2=NC3=C(N2C[C@H]2OCC2)C=C(C=C3)C(=O)O)C=C1)F